FC(/C=C/[C@H]1[C@@H](C[C@@H]2OC[C@H](CC[C@@H]21)CCCC(=O)O)O)(COC2=CC(=CC=C2)F)F 4-{(3S,5aR,6R,7R,8aS)-6-[(1E)-3,3-difluoro-4-(3-fluorophenoxy)-1-buten-1-yl]-7-hydroxyoctahydro-2H-cyclopenta[b]oxepin-3-yl}butanoic acid